1-(1-hexadecyl)imidazolium tert-butyl-1-(6-oxo-5-(trifluoromethyl)-1,6-dihydropyridazin-3-yl)isoindoline-2-carboxylate C(C)(C)(C)OC(=O)N1C(C2=CC=CC=C2C1)C1=NNC(C(=C1)C(F)(F)F)=O.C(CCCCCCCCCCCCCCC)N1C=[NH+]C=C1